tert-butyl (3S,4S)-4-(((R)-tert-butylsulfinyl) amino)-3-methyl-2-oxa-8-azaspiro[4.5]decane-8-carboxylate C(C)(C)(C)[S@@](=O)N[C@@H]1[C@@H](OCC12CCN(CC2)C(=O)OC(C)(C)C)C